C(N)(=O)OCC(CO)C 2-methyl-1,3-propanediol monocarbamate